FC1(CCC(CC1)CN1C(=NOC1=O)CC=1C(=NN(C1C)C)C)F 4-[(4,4-difluorocyclohexyl)methyl]-3-[(trimethyl-1H-pyrazol-4-yl)methyl]-4,5-dihydro-1,2,4-oxadiazol-5-one